S(=O)(=O)(O)C1=C(C(C(=O)[O-])=O)C=CC=C1C(=O)[O-].[Na+].[Na+] sodium sulfoisophthalonate